O=C1NC(CCC1N1C(C2=CC=C(C=C2C1=O)C1(CCNCC1)CCN1CCN(CC1)CCOC1=CC=C(C=C1)\C(=C(/CC)\C1=CC=CC=C1)\C1=CC=C(C=C1)B(O)O)=O)=O (E)-(4-(1-(4-(2-(4-(2-(4-(2-(2,6-dioxopiperidin-3-yl)-1,3-dioxoisoindolin-5-yl)piperidin-4-yl)ethyl)piperazin-1-yl)ethoxy)phenyl)-2-phenylbut-1-en-1-yl)phenyl)boronic acid